C(C=C)[C@]1(O)[C@H](O)[C@H](O)[C@@H](O)[C@@H](O1)C Allyl-alpha-L-rhamnose